diazidophenylsulfonic acid N(=[N+]=[N-])C=1C(=C(C=CC1)S(=O)(=O)O)N=[N+]=[N-]